4-chloro-N-((1S,2R)-2-(6-fluoro-2-methyl-3-(2-phenyloxazol-5-yl)phenyl)-1-(5-oxo-4,5-dihydro-1,3,4-oxadiazol-2-yl)propyl)-2-methoxybenzenesulfonamide ClC1=CC(=C(C=C1)S(=O)(=O)N[C@@H]([C@H](C)C1=C(C(=CC=C1F)C1=CN=C(O1)C1=CC=CC=C1)C)C=1OC(NN1)=O)OC